5-[[1-(benzenesulfonyl)-4-(bromomethyl)-6,7-difluoro-1H-inden-5-yl]oxy]-2-fluoro-benzonitrile C1(=CC=CC=C1)S(=O)(=O)C1C=CC2=C(C(=C(C(=C12)F)F)OC=1C=CC(=C(C#N)C1)F)CBr